N*2*-(4-Chloro-phenyl)-5-(2-isopropyl-4,5-dimethoxy-benzyl)-pyrimidine-2,4-diamine ClC1=CC=C(C=C1)NC1=NC=C(C(=N1)N)CC1=C(C=C(C(=C1)OC)OC)C(C)C